CCCCCCCCCC/C=C\CCCCCCCCCC(=O)O[C@H](COC(=O)CCC/C=C\C/C=C\C/C=C\C/C=C\C/C=C\CC)COP(=O)(O)OC[C@H](CO)O 1-(5Z,8Z,11Z,14Z,17Z-eicosapentaenoyl)-2-(11Z-docosenoyl)-glycero-3-phospho-(1'-sn-glycerol)